ClC=1C=NC(=C(C(=O)NC2CCC(CC2)CN2C(N(C3=C2C=CC=C3)C3=CC=C2C=CC=NC2=C3)=O)C1)C 5-chloro-2-methyl-N-((1r,4r)-4-((2-oxo-3-(quinolin-7-yl)-2,3-dihydro-1H-benzo[d]imidazol-1-yl)methyl)cyclohexyl)nicotinamide